di-t-butyl-4,4'-butylene-bis-m-cresol C(C)(C)(C)C1=C(C(=C(C(=C1)O)C(C)(C)C)C)CCCCC=1C(=CC(=CC1)O)C